CC1NCCC(C1)NC1=C2C=CN(C2=CC=C1)CC(F)(F)F 4-[(2-methylpiperidin-4-yl)amino]-1-(2,2,2-trifluoroethyl)-1H-indol